FC=1C(=CC=2C3=C(C=NC2C1)N(C(N3C(C)C)=O)C)C=3C=NC(=CC3)OCCCN3CCCCC3 7-fluoro-1-isopropyl-3-methyl-8-[6-[3-(1-piperidyl)propoxy]-3-pyridyl]imidazo[4,5-c]quinolin-2-one